tert-butyl 3-(3-(2-(2,6-dioxopiperidin-3-yl)-1,3-dioxoisoindolin-5-yl)propoxy)propanoate O=C1NC(CCC1N1C(C2=CC=C(C=C2C1=O)CCCOCCC(=O)OC(C)(C)C)=O)=O